tert-butyl (5-(1-((4-(4-(2-(2,6-dioxopiperidin-3-yl)-1-oxoisoindolin-5-yl)-4-hydroxypiperidin-1-yl)cyclohexyl)methyl)piperidin-4-yl)pyridin-2-yl)carbamate O=C1NC(CCC1N1C(C2=CC=C(C=C2C1)C1(CCN(CC1)C1CCC(CC1)CN1CCC(CC1)C=1C=CC(=NC1)NC(OC(C)(C)C)=O)O)=O)=O